N-cyclopropyl-2-(difluoromethoxy)-6-methoxy-4-[7-(2-tetrahydropyran-4-ylethoxy)imidazo[1,2-a]pyridin-3-yl]benzamide C1(CC1)NC(C1=C(C=C(C=C1OC)C1=CN=C2N1C=CC(=C2)OCCC2CCOCC2)OC(F)F)=O